[Si](C)(C)(C(C)(C)C)OCCC1=CC=C(C=N1)N 6-(2-((tert-butyldimethylsilyl)oxy)ethyl)pyridin-3-amine